(Z)-2-(hex-1-en-1-yl)-3-methylcyclopent-2-en-1-one C(=C/CCCC)/C=1C(CCC1C)=O